N-((5-cyclopropyl-8-hydroxyquinolin-7-yl)(pyridin-3-yl)methyl)butyramide C1(CC1)C1=C2C=CC=NC2=C(C(=C1)C(NC(CCC)=O)C=1C=NC=CC1)O